[C@@H]1([C@H](CCC1)N)N (1R,2S)-cyclopentane-1,2-diamine